6-(3-(aminomethyl)phenyl)-N-((1r,3r)-3-methoxycyclobutyl)-2-(1-methyl-1H-imidazol-2-yl)-5-phenylpyrrolo[2,1-f][1,2,4]triazin-4-amine hydrochloride salt Cl.NCC=1C=C(C=CC1)C=1C(=C2C(=NC(=NN2C1)C=1N(C=CN1)C)NC1CC(C1)OC)C1=CC=CC=C1